4-amino-N-[4-(methoxymethyl)phenyl]-7-(1-methylcyclopropyl)-6-(3-(piperidin-1-yl)prop-1-yn-1-yl)-7H-pyrrolo[2,3-d]pyrimidine-5-carboxamide NC=1C2=C(N=CN1)N(C(=C2C(=O)NC2=CC=C(C=C2)COC)C#CCN2CCCCC2)C2(CC2)C